FC1=CC=C(N(CC2(CCN(CC2)CC=2C=NC(=CC2)C)C2=NC=CC=C2)C)C=C1 4-fluoro-N-methyl-N-((1-((6-methylpyridin-3-yl)methyl)-4-(pyridin-2-yl)piperidin-4-yl)methyl)aniline